C(CCCCC=CC)C1CCC(O1)=O 5-oct-6-enyloxolan-2-one